methyl 5-chloro-2-methoxy-quinoline-8-carboxylate ClC1=C2C=CC(=NC2=C(C=C1)C(=O)OC)OC